bis(tri-n-hexylphosphine) nickel (II) dichloride [Ni](Cl)Cl.C(CCCCC)P(CCCCCC)CCCCCC.C(CCCCC)P(CCCCCC)CCCCCC